4-[4-(ethylamino)-1-piperidyl]-N-[8-(methanesulfonamidomethyl)-2-methyl-imidazo[1,2-a]pyridin-6-yl]-2-methyl-indazole-7-carboxamide C(C)NC1CCN(CC1)C=1C2=CN(N=C2C(=CC1)C(=O)NC=1C=C(C=2N(C1)C=C(N2)C)CNS(=O)(=O)C)C